(E)-4-(tert-butylamino)-N-(4-(8-(4-chloro-1,2-dimethyl-6-(trifluoromethyl)-1H-benzo[d]imidazol-5-yl)indolizine-3-carbonyl)-2,6-difluorophenyl)but-2-enamide C(C)(C)(C)NC/C=C/C(=O)NC1=C(C=C(C=C1F)C(=O)C1=CC=C2C(=CC=CN12)C1=C(C2=C(N(C(=N2)C)C)C=C1C(F)(F)F)Cl)F